N-(2-chloro-5-(3-cyano-4-((2-hydroxy-2,3-dihydro-1H-inden-1-yl)amino)quinolin-6-yl)pyridin-3-yl)methanesulfonamide ClC1=NC=C(C=C1NS(=O)(=O)C)C=1C=C2C(=C(C=NC2=CC1)C#N)NC1C(CC2=CC=CC=C12)O